8-[(1R)-1-(2-dimethoxyphosphorylanilino)ethyl]-2-ethylsulfanyl-3,6-dimethyl-benzopyran-4-one COP(=O)(OC)C1=C(N[C@H](C)C2=CC(=CC=3C(C(=C(OC32)SCC)C)=O)C)C=CC=C1